4-(1-(benzo[d]thiazol-2-ylmethyl)piperidin-4-yl)-7-fluoro-1-methyl-1,4-dihydropyrido[2,3-b]pyrazine-2,3-dione S1C(=NC2=C1C=CC=C2)CN2CCC(CC2)N2C1=C(N(C(C2=O)=O)C)C=C(C=N1)F